ClC=1C=C(CN2CCN(CC2)CC2=C(C#N)C=CC=C2)C=CC1Cl 2-((4-(3,4-dichlorobenzyl)piperazin-1-yl)methyl)benzonitrile